5-fluoro-1-(piperidin-4-yl)-2,3-dihydro-1H-1,3-benzodiazol-2-one FC1=CC2=C(N(C(N2)=O)C2CCNCC2)C=C1